Cl.NCCNCC(=O)O (2-aminoethyl)glycine hydrochloride